Methyl (5-((4-(1-methylpiperidin-4-yl)phenyl)thio)-1H-benzo[d]imidazol-2-yl)carbamate CN1CCC(CC1)C1=CC=C(C=C1)SC1=CC2=C(NC(=N2)NC(OC)=O)C=C1